CNC1=CC=C(C(N1)=O)C(=O)N 6-(methylamino)-2-oxo-1,2-dihydropyridine-3-carboxamide